C(C1=CC=CC=C1)SC(=S)CCC(=S)O 3-benzylthio-thiocarbonylthiopropionic acid